4,6,6-trimethyl-ε-caprolactone CC1CCC(=O)OC(C1)(C)C